C[C@@H]1N(C[C@H](N(C1)C(=O)[O-])C)C(=O)[O-] (2S,5R)-2,5-dimethylpiperazine-1,4-dicarboxylate